FC1=CC(=CC=2N(C(=NC21)C)C(C)C)C2=CNC1=NC=C(C=C12)C(=O)N1CC=2N(CC1)C=C(N2)C (3-(4-fluoro-1-isopropyl-2-methyl-1H-benzo[d]imidazol-6-yl)-1H-pyrrolo[2,3-b]pyridin-5-yl)(2-methyl-5,6-dihydroimidazo[1,2-a]pyrazin-7(8H)-yl)methanone